C(C)(C)(C)C1CCC(CC1)C=O 4-TERT-BUTYLCYCLOHEXANE-1-CARBALDEHYDE